1-(3-sulfonatopropyl)pyridin-1-ium S(=O)(=O)([O-])CCC[N+]1=CC=CC=C1